lithium compound with lithium [Li].[Li]